6-chloro-1-((2-(trimethylsilyl)ethoxy)methyl)-1,3-dihydro-2H-pyrrolo[2,3-b]pyridin-2-one ClC1=CC=C2C(=N1)N(C(C2)=O)COCC[Si](C)(C)C